tert-butyl (5R)-1-(1-benzyloxycarbonyl azetidin-3-yl)-5-methyl-5,7-dihydro-4H-pyrazolo[3,4-C]pyridine-6-carboxylate C(C1=CC=CC=C1)OC(=O)N1CC(C1)N1N=CC2=C1CN([C@@H](C2)C)C(=O)OC(C)(C)C